FC=1C=C2C=CN=C(C2=C(C1)C)N(C(=O)C=1C=NC(=CC1)C=1OC(=NN1)C)[C@H]1CNCCC1 N-(6-fluoro-8-methyl-1-isoquinolyl)-6-(5-methyl-1,3,4-oxadiazol-2-yl)-N-[(3R)-3-piperidyl]pyridine-3-carboxamide